5-(2-ethoxy-3-pyridinyl)-1-isopropyl-N-[(5-methoxypyrimidin-2-yl)methyl]-3-methyl-pyrazolo[4,3-b]pyridin-7-amine C(C)OC1=NC=CC=C1C1=CC(=C2C(=N1)C(=NN2C(C)C)C)NCC2=NC=C(C=N2)OC